3,3',4,5'-tetramethoxystilbene COC=1C=C(C=CC1OC)C=CC1=CC(=CC(=C1)OC)OC